ClC1=CC=C(C=C1)C=1N=C2N(C=CC=N2)C1CN1CC2CCC(C1)N2C(=O)NC2=C(C=CC(=C2)C)C 3-{[2-(4-Chlorophenyl)imidazo[1,2-a]pyrimidin-3-yl]methyl}-N-(2,5-dimethylphenyl)-3,8-diazabicyclo[3.2.1]octan-8-carboxamid